ethyl-2-(3-cyano-4-isobutoxyphenyl)-4-methyl-5-thiazolecarboxylic acid C(C)S1C(=NC(=C1C(=O)O)C)C1=CC(=C(C=C1)OCC(C)C)C#N